decyl alcohol C(CCCCCCCCC)O